C1(CC1)C=1C=C2C(=C(C(NC2=CN1)=O)C#N)O 6-cyclopropyl-4-hydroxy-2-oxo-1,2-dihydro-1,7-naphthyridine-3-carbonitrile